3-(2-((N-sulfamoyl)(methyl)amino)ethyl)azetidine trifluoroacetate FC(C(=O)O)(F)F.S(N)(=O)(=O)N(CCC1CNC1)C